C(C)(=O)N1C[C@H]2N(C3=CC=CC=C3N(C2)C2=CC=C(C=C2)C(F)(F)F)C[C@@H]1C(=O)O (trans)-3-acetyl-6-(4-(trifluoromethyl)phenyl)-2,3,4,4a,5,6-hexahydro-1H-pyrazino[1,2-a]quinoxaline-2-carboxylic acid